thio-urethane NC(=S)OCC